S(=O)([O-])OS(=O)[O-].[C+4].CN1C=NC2=CC=C(C(=C2C1=O)C)OC=1C(=C(C=C(C1F)F)NS(=O)(=O)CCC)F.S(=O)([O-])OS(=O)[O-] N-(3-((3,5-dimethyl-4-oxo-3,4-dihydroquinazolin-6-yl)oxy)-2,4,5-trifluorophenyl)propane-1-sulfonamide Carbon disulfite